COC1=C(C=C2CCC(CC2=C1)(C)C)C 7-methoxy-2,2,6-trimethyl-tetralin